CC1(OCC([C@@H](O1)C(=O)NCCC(=O)N)(C)C)C 3-[[(4R)-2,2,5,5-tetramethyl-1,3-dioxan-4-yl]formamido]propanamide